[O-2].[O-2].[Zr+4] Zirconium-Dioxide